(S)-1-(4-methoxy-benzenesulfonyl)-pyrrolidine-2-carboxylic acid benzothiazol-5-ylmethyl-(1S,3S,6S)-bicyclo[4.1.0]hept-3-yl-amide S1C=NC2=C1C=CC(=C2)CN(C(=O)[C@H]2N(CCC2)S(=O)(=O)C2=CC=C(C=C2)OC)[C@@H]2C[C@@H]1C[C@@H]1CC2